2-chloro-4-[[4-[1-methyl-4-(trifluoromethyl)imidazol-2-yl]phenyl]methoxy]pyrimidin-5-ol ClC1=NC=C(C(=N1)OCC1=CC=C(C=C1)C=1N(C=C(N1)C(F)(F)F)C)O